bis(mercaptoethyl)disulfide SCCSSCCS